BrC1=CC=C(C=C1)C=1N(C=C(N1)C)COCC[Si](C)(C)C 2-[[2-(4-bromophenyl)-4-methyl-imidazol-1-yl]methoxy]ethyl-trimethyl-silane